O=C1N(CCC(N1)=O)N1C(C2=CC=C(C=C2C1=O)CN1CCC(=CC1)C1=CC=NC2=CC(=CC=C12)F)=O 2-(2,4-dioxotetrahydropyrimidin-1(2H)-yl)-5-((4-(7-fluoroquinolin-4-yl)-3,6-dihydropyridine-1(2H)-yl)methyl)isoindoline-1,3-dione